C[C@@H]1CN(C[C@@H](O1)CN1CC2=CC=C(C=C2C1)N1C2COCC1CNC2)C2=C1C=CC=NC1=C(C=C2)C#N 5-[(2R,6S)-2-methyl-6-[[5-(3-oxa-7,9-diazabicyclo[3.3.1]nonan-9-yl)isoindolin-2-yl]methyl]morpholin-4-yl]quinoline-8-carbonitrile